FC1=CC=C(C=C1)[C@@H]1N(CCC2=CC=CC=C12)C=1O[C@]2(CN1)CN(CC2)CCCO 3-((S)-2-((S)-1-(4-fluorophenyl)-3,4-dihydroisoquinolin-2(1H)-yl)-1-oxa-3,7-diazaspiro[4.4]non-2-en-7-yl)propan-1-ol